BrC1=C(C=C(C(=C1)C=O)Br)C=O 2,5-dibromobenzene-1,4-dicarbaldehyde